B1(OC(C(O1)(C)C)(C)C)C2=CN=C(C=C2)N3CCOCC3 2-(4-morpholino)pyridine-5-boronic acid pinacol ester